ethyl 3-bromo-7-(2,3-dichloro-6-methoxyphenyl)imidazo[1,2-a]pyridine-2-carboxylate BrC1=C(N=C2N1C=CC(=C2)C2=C(C(=CC=C2OC)Cl)Cl)C(=O)OCC